Ethyl (S,E)-3-(2-((3-(5-(((tert-butoxycarbonyl)((5-oxopyrrolidin-2-yl)methyl)amino)methyl)-3'-chloro-6-methoxy-[2,4'-bipyridin]-2'-yl)-2-chlorophenyl)carbamoyl)thiazol-5-yl)acrylate C(C)(C)(C)OC(=O)N(C[C@H]1NC(CC1)=O)CC=1C=CC(=NC1OC)C1=C(C(=NC=C1)C=1C(=C(C=CC1)NC(=O)C=1SC(=CN1)/C=C/C(=O)OCC)Cl)Cl